4-(2-hydroxypyridin-3-yl)-1-(methylamino)-6-(trifluoromethyl)-3H-pyrido[1,2-c]pyrimidin-3-one OC1=NC=CC=C1C1=C2N(C(=NC1=O)NC)C=CC(=C2)C(F)(F)F